N[C@@]1(C[C@@H](CC1)CC)COC1=C(C#N)C(=CC(=C1)C1=CN=C2N1C(=CC=C2)OC)OC 2-(((1s,3r)-1-amino-3-ethylcyclopentyl)methoxy)-6-methoxy-4-(5-methoxyimidazo[1,2-a]pyridin-3-yl)benzonitrile